The molecule is dianion of S-succinylglutathione having anionic carboxy groups and a protonated primary amino group. It is a conjugate base of a S-succinylglutathione. C(CC(=O)N[C@@H](CSC(=O)CCC(=O)[O-])C(=O)NCC(=O)[O-])[C@@H](C(=O)[O-])[NH3+]